ON(C(=O)NO)CC N,N'-di-hydroxyethyl-urea